(S)-ethyl 2-((4-cyanophenethyl)amino)-2-phenylacetate C(#N)C1=CC=C(CCN[C@H](C(=O)OCC)C2=CC=CC=C2)C=C1